3-(3-((dimethylamino)methyl)-4-hydroxy-1-(4-hydroxyphenylethyl)piperidin-4-yl)benzamide CN(C)CC1CN(CCC1(O)C=1C=C(C(=O)N)C=CC1)CCC1=CC=C(C=C1)O